[C@H]12CO[C@H](C[C@@H]2O1)C(=O)N1[C@H](C2=CC=CC=C2CC1)C1=CC=C(C=C1)F ((1R,4R,6S)-3,7-dioxabicyclo[4.1.0]heptan-4-yl)((S)-1-(4-fluorophenyl)-3,4-dihydroisoquinolin-2(1H)-yl)methanone